N-[5-[2-(2,2-difluoroethylamino)pyrimidin-5-yl]-4-fluoro-2-methylphenyl]-6-fluoropyrazolo[1,5-a]pyridine-3-carboxamide FC(CNC1=NC=C(C=N1)C=1C(=CC(=C(C1)NC(=O)C=1C=NN2C1C=CC(=C2)F)C)F)F